O=C1NC(CCC1C1=CC=CC2=C1C=C(O2)C#CCNC(OC(C)(C)C)=O)=O tert-butyl (3-(4-(2,6-dioxopiperidin-3-yl)benzofuran-2-yl)prop-2-yn-1-yl)carbamate